5-(((3-ethyl-5-(piperidin-1-yl)pyrazolo[1,5-a]pyrimidin-7-yl)amino)methyl)pyridin-2-ol C(C)C=1C=NN2C1N=C(C=C2NCC=2C=CC(=NC2)O)N2CCCCC2